N1(N=CC=C1)CCC=1N(C=2C(=C3CC[C@@H](N(C3=CC2)C(=O)OC)C)N1)CCN1CCNCC1 methyl (S)-2-(2-(1H-pyrazol-1-yl)ethyl)-7-methyl-3-(2-(piperazin-1-yl)ethyl)-3,7,8,9-tetrahydro-6H-imidazo[4,5-f]quinoline-6-carboxylate